tert-Butyl (2S)-2-(bromomethyl)morpholine-4-carboxylate BrC[C@@H]1CN(CCO1)C(=O)OC(C)(C)C